tert-Butyl 6-prop-2-enoyl-3,3a,4,5,7,7a-hexahydro-2H-pyrrolo[2,3-c]pyridine-1-carboxylate C(C=C)(=O)N1CC2C(CC1)CCN2C(=O)OC(C)(C)C